O1C(=CC=C1)CCCCCCCCCCCC(=O)OC(CCCCCCCCCCCC=1OC=CC1)=O furanlauric anhydride